C(C)OCCOC1=CC=C(C=C1)CC(C(=O)OCC)OS(=O)(=O)C ethyl 3-[4-(2-ethoxyethoxy)phenyl]-2-[(methanesulfonyl)oxy]propanoate